rac.-(Z)-tert-butyl 2-(2,3-dihydrobenzofuran-2-yl)-3-fluoroallylcarbamate O1C(CC2=C1C=CC=C2)\C(\CNC(OC(C)(C)C)=O)=C/F